[Ni].C[C@@H]1C=2N(CCN1S(=O)(=O)C)C(=NC2N2C(CCC2)=O)C2=NC(=NS2)C (R)-1-(8-methyl-3-(3-methyl-1,2,4-thiadiazol-5-yl)-7-(methylsulfonyl)-5,6,7,8-tetrahydroimidazo[1,5-a]pyrazin-1-yl)pyrrolidin-2-one nickel